C(OCCC)(OOOOC(OCCC)=O)=O di(n-propyl) peroxy dicarbonate